C(C)OC1=C(C=C2C(=NC=NC2=C1)NC1=C(C=CC(=C1)C=1OC=CC1)OC)OC1CCNCC1 4-((7-ethoxy-4-((5-(furan-2-yl)-2-methoxyphenyl)amino)quinazolin-6-yl)oxy)piperidine